(pyrrolidinyl)ethyl-tetramethyl-cyclopentadienyl-titanium dichloride [Cl-].[Cl-].N1(CCCC1)CC[Ti+2]C1C(=C(C(=C1C)C)C)C